cadmium oxysulfide O=S.[Cd]